C1(=C(C=CC=C1)NC(=O)N1C(C=2NN=CC2C1)(C)C)C N-(o-tolyl)-6,6-dimethyl-4,6-dihydropyrrolo[3,4-c]pyrazol-5(1H)-carboxamid